FC1=C(C=C2C(N(C(N(C2=C1)C1CCN(CC1)C=O)=O)CC=1C=NC(=CC1)C1=CC=C(C=C1)OC)=O)OC(CF)CF 4-{7-fluoro-6-[2-fluoro-1-(fluoromethyl)ethoxy]-3-{[6-(4-methoxyphenyl)pyridin-3-yl]methyl}-2,4-dioxo-3,4-dihydroquinazolin-1(2H)-yl}piperidine-1-carbaldehyde